4-(benzyloxymethyl)cyclohexane chloride [Cl-].C(C1=CC=CC=C1)OCC1CCCCC1